Cl.C1(CC1)NCC1=CC(=CC=C1)C(F)(F)F (±)-cyclopropyl-(3-(trifluoromethyl)phenyl)methylamine hydrochloride